CC1=C(C(=C(C=C1)C1=CC=CC=C1)C=1C(=C2C=3C(=C(C(=C(C3CC2=CC1)N(C1=C(C(=CC=2C3=CC=CC=C3CC12)C1=CC=CC=C1)C1=CC=CC=C1)C1=C(C=CC(=C1C)C)C1=CC=CC=C1)C1=CC=CC=C1)C1=CC=CC=C1)C1=C(C(=CC=2C3=CC=CC=C3CC12)C1=CC=CC=C1)C1=CC=CC=C1)C1=C(C(=CC=2C3=CC=CC=C3CC12)C1=CC=CC=C1)C1=CC=CC=C1)C (dimethylbiphenylyl)bis(diphenylfluorenyl)(dimethylbiphenylyl)bis(diphenylfluorenyl)amine